ClC=1C(N(N=CC1C)C1OCCCC1)=O 4-chloro-5-methyl-2-(tetrahydro-2H-pyran-2-yl)pyridazin-3(2H)-one